BrCCCCC[N+]1(CCCCC1)C 1-(5-bromopentyl)-1-methylpiperidinium